COC1=NC=CC(=C1)C1=C2CCO[C@@H](C2=CC=C1)CN (S)-(5-(2-methoxypyridin-4-yl)isochroman-1-yl)methanamine